BrC1=CC=CC=2C=3N(C(=NC12)N[C@H]1C(NCCCC1)=O)N=C(N3)C=3C=NN(C3)CC (3R)-3-{[7-bromo-2-(1-ethyl-1H-pyrazol-4-yl)[1,2,4]triazolo[1,5-c]quinazolin-5-yl]amino}azepan-2-one